ClC1=CC(=C(C=C1)[C@H](C(F)(F)F)OC=1C2=C(N=CN1)C(=CS2)C2=CCC1(CCNC1)CC2)N2N=C(C=C2)C 8-(4-((R)-1-(4-Chloro-2-(3-methyl-1H-pyrazol-1-yl)phenyl)-2,2,2-trifluoroethoxy)thieno[3,2-d]pyrimidin-7-yl)-2-azaspiro[4.5]dec-7-en